Methyl 2-((1R,5S,6s)-3-(2-chloro-7,7-difluoro-6,7-dihydro-5H-cyclopenta[d]pyrimidin-4-yl)-3-azabicyclo[3.1.0]hexan-6-yl)acetate ClC=1N=C(C2=C(N1)C(CC2)(F)F)N2C[C@@H]1C([C@@H]1C2)CC(=O)OC